N-(3-(3-chlorophenoxy)propyl)-2-(4-isopropylphenoxy)-N-(pyrazolo[1,5-a]pyridin-5-ylmethyl)acetamide ClC=1C=C(OCCCN(C(COC2=CC=C(C=C2)C(C)C)=O)CC2=CC=3N(C=C2)N=CC3)C=CC1